Fluorobenzyl azide FC(C1=CC=CC=C1)N=[N+]=[N-]